NCC(CN1C=NC2=C1C=CC=C2)O 1-amino-3-(1-benzimidazolyl)-2-propanol